OCC=1NN(C=CC1)C=O [3-(hydroxymethyl)azapyridin-1-yl]methanone